N-(1-(3-methoxybenzyl)-1H-indol-5-yl)acrylamide COC=1C=C(CN2C=CC3=CC(=CC=C23)NC(C=C)=O)C=CC1